ethyl 2-(3-chloro-2-methylphenyl)-2-oxoacetate ClC=1C(=C(C=CC1)C(C(=O)OCC)=O)C